N-(2,6-difluoro-3-(5-(pyridin-3-yl)-1H-pyrrolo-[2,3-b]pyridine-3-carbonyl)-phenyl)methane-sulfonamide FC1=C(C(=CC=C1C(=O)C1=CNC2=NC=C(C=C21)C=2C=NC=CC2)F)NS(=O)(=O)C